4,4'-isophthaloyldibenzoic acid C(C1=CC(C(=O)C2=CC=C(C(=O)O)C=C2)=CC=C1)(=O)C1=CC=C(C(=O)O)C=C1